C(C)(C)(C)OC(=O)N1CC(C1)(C)[C@@](C1=CC=C(C=C1)C(C)C)(O)C=1C=NC(=C(C1)C#N)F 3-[(R)-(5-cyano-6-fluoro-pyridin-3-yl)-hydroxy-(4-isopropyl-phenyl)-methyl]-3-methyl-azetidine-1-carboxylic acid tert-butyl ester